chloro-1',2'-dihydrospiro[cyclopropane-1,3'-pyrrolo[3,2-c]pyridine] ClN1CC2(C=3C=NC=CC31)CC2